OCC(C)(C)NC(=O)C=1C=2C[C@@H]3[C@H](C2N(N1)C1=NC=C(C=C1)F)C3 (1aR,5aR)-2-(5-Fluoro-pyridin-2-yl)-1a,2,5,5a-tetrahydro-1H-2,3-diaza-cyclopropa[a]pentalene-4-carboxylic acid (2-hydroxy-1,1-dimethylethyl)-amide